8-[(2s,5r)-5-ethyl-4-[(4-fluorophenyl)methyl]-2-methylpiperazin-1-yl]-5-methyl-6-oxo-5,6-dihydro-1,5-naphthyridine-2-carbonitrile C(C)[C@H]1N(C[C@@H](N(C1)C1=CC(N(C=2C=CC(=NC12)C#N)C)=O)C)CC1=CC=C(C=C1)F